di(4-methyl phenyl) p-butylbenzoyloxy phosphate P(=O)(OC1=CC=C(C=C1)C)(OC1=CC=C(C=C1)C)OOC(C1=CC=C(C=C1)CCCC)=O